C(C=CC)OCC(=O)O 2-(BUT-2-EN-1-YLOXY)ACETIC ACID